O=C1NC(CCC1N1C(C2=CC=CC(=C2C1)C#CCCCN1CCC(CC1)C1=CC=C(C(=O)N2CCC(CC2)CCCCNC(\C=C\C=2C=NC=CC2)=O)C=C1)=O)=O (E)-N-(4-(1-(4-(1-(5-(2-(2,6-dioxopiperidin-3-yl)-1-oxoisoindoline-4-yl)pent-4-yn-1-yl)piperidin-4-yl)benzoyl)piperidin-4-yl)butyl)-3-(pyridin-3-yl)acrylamide